FC1=C(C=CC(=C1)F)C1=C2C=C(C(=NC2=CC(=N1)N1CC(OCC1)C1=CC(=NC=C1)C)C)C 4-(5-(2,4-difluorophenyl)-2,3-dimethyl-1,6-naphthyridin-7-yl)-2-(2-methylpyridin-4-yl)morpholine